BrC=1C=CC2=C(NC(CO2)=O)C1 6-bromo-4H-1,4-benzoxazin-3-one